5-(7-{1-[(2-aminophenyl)methanesulfonyl]-2,5-dihydro-1H-pyrrol-3-yl}-1-fluoro-3-hydroxynaphthalen-2-yl)-1λ6,2,5-thiadiazolidine-1,1,3-trione NC1=C(C=CC=C1)CS(=O)(=O)N1CC(=CC1)C1=CC=C2C=C(C(=C(C2=C1)F)N1CC(NS1(=O)=O)=O)O